COC1=CC=C(CN2N=C(C=C2)C2=CC(=C(C=N2)C=2C=NC3=CC(=NC=C3C2)NC(OC(C)(C)C)=O)C)C=C1 tert-butyl 3-(6-(1-(4-methoxybenzyl)-1H-pyrazol-3-yl)-4-methylpyridin-3-yl)-1,6-naphthyridin-7-ylcarbamate